3-(3-(3-(4-chlorophenyl)-3,8-diazabicyclo[3.2.1]octan-8-yl)-3-oxopropyl)-8-fluoro-5-methylisoquinolin-1(2H)-one ClC1=CC=C(C=C1)N1CC2CCC(C1)N2C(CCC=2NC(C1=C(C=CC(=C1C2)C)F)=O)=O